ClC1=C(C=CC=C1C=1C=NC(=CC1)N1C(OCCC1)=O)C1C(NC(CC1)=O)=O 3-(2-chloro-3-(6-(2-oxo-1,3-oxazinan-3-yl)pyridin-3-yl)phenyl)piperidine-2,6-dione